BrC=1C=C(C=C(C1Cl)Br)[Si](C1=CC=CC=C1)(C1=CC=CC=C1)C (3,5-dibromo-4-chlorophenyl)(methyl)diphenylsilane